COC1=CC=C(COC(CC2=CC=C(C=C2)OC2OC=CC=C2)=O)C=C1 4-(2H-pyranoxy)phenylacetic acid-4-methoxybenzyl ester